2-((2s,3s)-2-hydroxymethyl-1-((S)-1-phenylethyl)pyrrolidin-3-yl)acetonitrile OC[C@H]1N(CC[C@H]1CC#N)[C@@H](C)C1=CC=CC=C1